diethyl ((5-(aminomethyl)-3-bromo-7-(4,4,4-trifluorobutoxy)benzo[b]thiophen-2-yl)difluoromethyl)phosphonate NCC1=CC2=C(SC(=C2Br)C(F)(F)P(OCC)(OCC)=O)C(=C1)OCCCC(F)(F)F